4-(dimethylamino)quinoline-3-carboxylic acid CN(C1=C(C=NC2=CC=CC=C12)C(=O)O)C